BrC1(C(=O)C2=CC=CC=C2)C(C=CC=C1)Br 1,2-dibromobenzophenone